7-methyl-2-(oxazole-4-carbonyl)-N-(3,4,5-trifluorophenyl)-2,3,3a,4,10,10a-hexahydro-1H,7H-dipyrrolo[3,4-b:3',4'-f][1,4,5]oxathiazocine-8-carboxamide 5,5-dioxide CN1C(=C2OCC3C(NS(C2=C1)(=O)=O)CN(C3)C(=O)C=3N=COC3)C(=O)NC3=CC(=C(C(=C3)F)F)F